2,4-dichloro-4'-nitrodiphenyl ether C1=CC(=CC=C1[N+](=O)[O-])OC2=C(C=C(C=C2)Cl)Cl